C(C1=CC=CC=C1)C1N(C=CN(C1=O)C)C(=O)OCC1=CC=CC=C1 benzyl 2-benzyl-4-methyl-3-oxo-3,4-dihydropyrazine-1(2H)-carboxylate